N1=CC=CC2=CC(CN=C12)=O naphthyridine-6(7H)-one